N1(CCNCC1)CCC[Si](OC)(OC)C gamma-piperazinyl-propyl-methyldimethoxysilane